1,1'-[Bis(6-fluoro-3,4-dihydro-2H-1-benzopyran-2-yl)]-2,2'-iminodiethanol C1CC2=C(C=CC(=C2)F)OC1C(CNCC(C3CCC4=C(O3)C=CC(=C4)F)O)O